FC1=C(C=C(C=C1C[C@@H]1N(CC2(CC2)[C@@H]1NS(=O)(=O)C1(CC1)F)C(=O)[C@@H]1OCC1)F)C1=CC=CC=C1 N-((6S,7S)-6-((2,5-difluoro-[1,1'-biphenyl]-3-yl)methyl)-5-((R)-oxetane-2-carbonyl)-5-azaspiro[2.4]heptan-7-yl)-1-fluorocyclopropane-1-sulfonamide